N[C@H]1CN(C[C@@H](C1)F)C(=O)C=1C=CC=2N(C1)N=C(C2C)C2=CC=1C(=C(N=CC1)C1CCN(CC1)C(COC)=O)N2CC2CC2 1-(4-(2-(6-((3r,5r)-3-amino-5-fluoropiperidine-1-carbonyl)-3-methylpyrazolo[1,5-a]pyridin-2-yl)-1-(cyclopropylmethyl)-1H-pyrrolo[2,3-c]pyridin-7-yl)piperidin-1-yl)-2-methoxyethan-1-one